(R)-6-(3-cyanopyrrolo[1,2-b]pyridazin-7-yl)-4-((4-(1-(difluoromethyl)-5-methyl-1H-pyrazol-4-yl)cyclohexyl)amino)-N-(2-fluoro-3-hydroxy-3-methylbutyl)nicotinamide C(#N)C1=CC=2N(N=C1)C(=CC2)C2=NC=C(C(=O)NC[C@H](C(C)(C)O)F)C(=C2)NC2CCC(CC2)C=2C=NN(C2C)C(F)F